(E)-1-(3-cyclohexylacryloyl)-5,6-dihydropyridin-2(1H)-one C1(CCCCC1)/C=C/C(=O)N1C(C=CCC1)=O